ethyl P-((5-(5-(chlorodifluoromethyl)-1,2,4-oxadiazol-3-yl)pyridin-2-yl)methyl)-N-(2-fluorophenyl)phosphonamidate ClC(C1=NC(=NO1)C=1C=CC(=NC1)CP(OCC)(=O)NC1=C(C=CC=C1)F)(F)F